2,6-heptanedione dioxime CC(CCCC(C)=NO)=NO